1,5-dibromo-2,4-diiodobenzene BrC1=C(C=C(C(=C1)Br)I)I